C(#N)C(C)CCCC(C)C#N 2,6-Dicyanoheptane